C(CCCCC)OCOCC/C=C/CC[Li] (3E)-6-(hexyloxymethoxy)-3-hexenyllithium